(R)-2-(2-chloro-3-(9-(3-chlorobenzyl)-6-(1-methylcyclopropoxy)-9H-purin-8-yl)phenoxy)propanoic acid ClC1=C(O[C@@H](C(=O)O)C)C=CC=C1C=1N(C2=NC=NC(=C2N1)OC1(CC1)C)CC1=CC(=CC=C1)Cl